ethyl (S)-6-(((cis)-3,3-difluoro-5-sulfamoylhexahydropyrrolo[3,4-b]pyrrol-1(2H)-yl)methyl)-4-(3-fluoro-2-methylphenyl)-2-(thiazol-2-yl)-1,4-dihydropyrimidine-5-carboxylate FC1([C@H]2[C@@H](N(C1)CC1=C([C@@H](N=C(N1)C=1SC=CN1)C1=C(C(=CC=C1)F)C)C(=O)OCC)CN(C2)S(N)(=O)=O)F